CC1(OCC2=C(O1)C=CC=C2C(CN2C=NC=C2)=NO)C 1-(2,2-dimethylbenzo[d][1,3]dioxan-5-yl)-2-(1H-imidazol-1-yl)ethan-1-one oxime